ClC1=CC=C(C=C1)NC(=O)C1=NC=C(C(=C1)OC)C=1NC=C(C1)C(F)(F)F N-(4-chlorophenyl)-4-methoxy-5-(4-(trifluoromethyl)-1H-pyrrol-2-yl)pyridineamide